tert-butyl 2-(bis(4H-benzo[d][1,3]dioxin-6-yl)methyl)-2,7-diazaspiro[3.5]nonane-7-carboxylate O1COCC2=C1C=CC(=C2)C(N2CC1(C2)CCN(CC1)C(=O)OC(C)(C)C)C1=CC2=C(OCOC2)C=C1